methyl (R)-3-butyl-2-(4-methoxybenzyl)-7-(methylthio)-5-phenyl-2,3,4,5-tetrahydro-1,2,5-benzothiadiazepine-8-carboxylate 1,1-dioxide C(CCC)[C@H]1N(S(C2=C(N(C1)C1=CC=CC=C1)C=C(C(=C2)C(=O)OC)SC)(=O)=O)CC2=CC=C(C=C2)OC